CN1N=C(C=C1C)C(=O)Cl 1,5-dimethyl-1H-pyrazole-3-carbonyl chloride